N1N=CC(=C1)C1=CC=C(C=C1)NC1=NC(=NC=C1)N1CC=2N(CC1)C=C(N2)C(=O)OCC ethyl 7-(4-((4-(1H-pyrazol-4-yl)phenyl)amino)pyrimidin-2-yl)-5,6,7,8-tetrahydroimidazo[1,2-a]pyrazine-2-carboxylate